IC1=CC=C(C=C1)C1=CC=C(C=C1)C1=CC(=NC(=C1)C1=NC=CC=C1)C1=NC=CC=C1 4'-(4'-iodo-[1,1'-biphenyl]-4-yl)-2,2':6',2''-terpyridine